8-(1-hydroxyethyl)-2-(5-methoxy-1,3-dihydroisoindol-2-yl)-3,6-dimethylquinazolin-4-one OC(C)C=1C=C(C=C2C(N(C(=NC12)N1CC2=CC=C(C=C2C1)OC)C)=O)C